S1C(=NC2=C1NC=N2)C(=O)O 6H-imidazo[4,5-d]thiazole-2-carboxylic acid